terphenyl-2,2'-diol C=1(C(=CC=CC1)O)C=1C(CC=CC1)(C1=CC=CC=C1)O